FC(CC1(CC(C(=O)N)=CC=C1)C(=O)N)(F)F 3-(2,2,2-trifluoroethyl)isophthalamide